CN(C(=O)CC(C(=O)O)C1=CC=C(C=C1)OC(C1=CC=C(C=C1)NC(=N)N)=O)C N,N-dimethylcarbamoylmethyl-4-(4-guanidinobenzoyloxy)-phenylacetic acid